FC1=CC=C(C=C1)C(N1CCN(CC1)C1=C(C(N(C2=CC=C(N=C12)Br)CC#C)=O)C#N)C1=CC=C(C=C1)F 4-(4-(Bis(4-fluorophenyl)methyl)piperazin-1-yl)-6-bromo-2-oxo-1-(prop-2-yn-1-yl)-1,2-dihydro-1,5-naphthyridin-3-carbonitril